[N+](#[C-])C(CC1=CC=C(C=C1)C(F)(F)F)(CC(=C)C1=CC=CC=C1)S(=O)(=O)C1=CC=C(C=C1)C 1-((2-isocyano-4-phenyl-1-(4-(trifluoromethyl)phenyl)pent-4-en-2-yl)sulfonyl)-4-methylbenzene